C(C)(=O)OC1(CN(C1)CC1=C(C=C(C=C1)C1CNC1)F)C 1-(4-(azetidin-3-yl)-2-fluorobenzyl)-3-methylazetidin-3-yl acetate